NCC1NC(C(OCC1)C1=CC(=CC=C1)C1=CC=C(C=C1)OC)=O 5-(aminomethyl)-2-[3-(4-methoxyphenyl)phenyl]-1,4-oxazepan-3-one